CC(C(=O)N1C(CCCC1)C=1NC(=CN1)C1=CC=C(C=C1)C)(C=C)C 2,2-dimethyl-1-(2-(5-(p-tolyl)-1H-imidazol-2-yl)piperidin-1-yl)but-3-en-1-one